N-(3-(2-cyanoprop-2-yl)-5-((4-methylpiperazin-1-yl)methyl)phenyl)-2-fluoro-4-methylbenzamide C(#N)C(C)(C)C=1C=C(C=C(C1)CN1CCN(CC1)C)NC(C1=C(C=C(C=C1)C)F)=O